N-(1-phenylethyl)benzo[d]isothiazol-3-amine C1(=CC=CC=C1)C(C)NC1=NSC2=C1C=CC=C2